N-butylamino-2,6-bis-ethynylpyridine-4-carboxamide C(CCC)NNC(=O)C1=CC(=NC(=C1)C#C)C#C